[Sn].[Na].C(C1=CC=C(C(=O)O)C=C1)(=O)O terephthalic acid monosodium tin